5-(benzylthio)indoline C(C1=CC=CC=C1)SC=1C=C2CCNC2=CC1